(2-benzothiazolyl)phenol zinc (II) [Zn+2].S1C(=NC2=C1C=CC=C2)C2=C(C=CC=C2)O